2-bromo-1,3,4-thiadiazole BrC=1SC=NN1